3-(aminomethyl)-5-fluoro-4-methylpyridin-2-amine NCC=1C(=NC=C(C1C)F)N